nonan-7-yn CCCCCCC#CC